tert-butyl (2-(2-(azetidin-1-yl)ethyl)-4-methyl-5-oxo-5,6,7,8-tetrahydro-4H-pyrazolo[1,5-a][1,3]diazepin-6-yl)carbamate N1(CCC1)CCC1=NN2C(N(C(C(CC2)NC(OC(C)(C)C)=O)=O)C)=C1